ClC1=NC(=NC(=C1)CC)C(C)(F)F 4-chloro-2-(1,1-difluoroethyl)-6-ethyl-pyrimidine